3-(Difluoromethyl)-1-methyl-N-(3',4',5'-trifluorobiphenyl-2-yl)-1H-pyrazole-4-carboxamide FC(C1=NN(C=C1C(=O)NC1=C(C=CC=C1)C1=CC(=C(C(=C1)F)F)F)C)F